C(#N)C=1C=C2CCCN(C2=C(C1)C1=C2C(=NC=C1)C=C(S2)CO)[C@H]2CN(C1(CCC1)C2)C(=O)OC(C)(C)C (R)-tert-butyl 7-(6-cyano-8-(2-(hydroxymethyl)thieno[3,2-b]pyridin-7-yl)-3,4-dihydroquinolin-1(2H)-yl)-5-azaspiro[3.4]octane-5-carboxylate